2-bromo-N'-(2,2-difluoroacetyl)thiazole-5-carbohydrazide BrC=1SC(=CN1)C(=O)NNC(C(F)F)=O